C(C)(C)(C)OC(=O)N1CCC(CC1)N1CCC(CC1)N1N=C(C=2C1=NC=NC2N)C2=CC=C(C=C2)OC2=CC=CC=C2 4-[4-[4-amino-3-(4-phenoxyphenyl)pyrazolo[3,4-d]pyrimidin-1-yl]-1-piperidineyl]piperidine-1-carboxylic acid tert-butyl ester